8-{2-[2-(2-Hydroxy-ethoxy)-ethoxy]-ethoxy}-6,6-dimethyl-6H-benzo[b]naphtho[2,3-d]furan-11-one OCCOCCOCCOC=1C=C2C(C3=C(C4=C(O3)C=CC=C4)C(C2=CC1)=O)(C)C